8-[(1R)-1-[(6-Chloro-2-methylsulfanyl-3-pyridyl)amino]ethyl]-3,6-dimethyl-2-phenyl-chromen-4-one ClC1=CC=C(C(=N1)SC)N[C@H](C)C=1C=C(C=C2C(C(=C(OC12)C1=CC=CC=C1)C)=O)C